4-[(4-Acetylthiophen-3-yloxy)methyl]pyridine C(C)(=O)C=1C(=CSC1)OCC1=CC=NC=C1